(4,4,5,5-tetramethyl-1,3,2-dioxaborolan-2-yl)-pyrazole-1-carboxylic acid tert-butyl ester C(C)(C)(C)OC(=O)N1N=C(C=C1)B1OC(C(O1)(C)C)(C)C